C1(CCCCC1)NCCCCCCCNC1=CC=CC=2N(C(N(C21)C)=O)C2C(NC(CC2)=O)=O 3-(4-((7-(cyclohexylamino)heptyl)amino)-3-methyl-2-oxo-2,3-dihydro-1H-benzo[d]imidazol-1-yl)piperidine-2,6-dione